FC=1C2=C([Se]C1C(=O)NC1(CCC1)C(=O)O)C=C(C(=C2)OC)OC 1-(3-fluoro-5,6-dimethoxybenzo[b]selenophene-2-carboxamido)cyclobutane-1-carboxylic acid